(22Z,25Z)-N,N-dimethylhentriacontan-22,25-dien-10-amine CN(C(CCCCCCCCC)CCCCCCCCCCC\C=C/C\C=C/CCCCC)C